[1,2,3]triazolo[1,5-a]pyridine-3-carboxylic acid ethyl ester C(C)OC(=O)C=1N=NN2C1C=CC=C2